C(C1=CC=CC=C1)N1C(C(C(=C1C1=CC(=CC=C1)Cl)C)(C[Se]C1=CC=CC=C1)C)=O 1-Benzyl-5-(3-chlorophenyl)-3,4-dimethyl-3-((phenylseleno)methyl)-1H-pyrrol-2(3H)-one